P(=O)(O)(O)OCCCCCCC(C(=O)O)=C 6-(phosphonooxy)hexyl-2-propenoic acid